3-Fluoro-N'-((1,2,3,5,6,7-hexahydro-s-indacen-4-yl)carbamoyl)-4-(2-hydroxypropan-2-yl)thiophene-2-sulfonimidamide FC1=C(SC=C1C(C)(C)O)S(=O)(N)=NC(NC1=C2CCCC2=CC=2CCCC12)=O